trans-4-((3-(1-Isopropyl-1H-pyrazol-4-yl)phenyl)((trans-4-(5-methoxy-6-methylpyridin-2-yl)cyclohexyl)methyl) carbamoyl)cyclohexyl 3-methoxyazetidine-1-carboxylate COC1CN(C1)C(=O)O[C@@H]1CC[C@H](CC1)C(N(C[C@@H]1CC[C@H](CC1)C1=NC(=C(C=C1)OC)C)C1=CC(=CC=C1)C=1C=NN(C1)C(C)C)=O